N1N=CN=C1C1=CC=C(C=N1)N1C=NC2=C1C=CC(=C2)C(=O)N2CCC(CC2)(F)F (1-(6-(1H-1,2,4-triazol-5-yl)pyridin-3-yl)-1H-benzo[d]imidazol-5-yl)(4,4-difluoropiperidin-1-yl)methanone